2-bromo-6-(5-methyl-4-phenyl-4H-1,2,4-triazol-3-yl)pyridine Tert-butyl-4-[(4-oxo-3,4-dihydroquinazolin-2-yl)methyl]piperazine-1-carboxylate C(C)(C)(C)OC(=O)N1CCN(CC1)CC1=NC2=CC=CC=C2C(N1)=O.BrC1=NC(=CC=C1)C1=NN=C(N1C1=CC=CC=C1)C